tert-butyl 4-(3-chloro-4-(dimethylcarbamoyl) phenylamino)piperidine-1-carboxylate ClC=1C=C(C=CC1C(N(C)C)=O)NC1CCN(CC1)C(=O)OC(C)(C)C